CC1=C(C=NN1C1=CC=CC=C1)\C=C/1\C(NC(S1)=S)=O (5Z)-5-[(5-methyl-1-phenyl-pyrazol-4-yl)methylene]-2-thioxo-thiazolidin-4-one